N,N-dimethyl-2,2-difluoroacetamide CN(C(C(F)F)=O)C